FC=1C=C(NC2=NC=C(C(=N2)N[C@H](CO)C2=CC=CC=C2)C=2OC(=NN2)C(F)(F)F)C=CC1S(=O)(=O)C (2S)-2-[[2-(3-fluoro-4-methylsulfonyl-anilino)-5-[5-(trifluoromethyl)-1,3,4-oxadiazol-2-yl]pyrimidin-4-yl]amino]-2-phenyl-ethanol